5-cyanomethyl-2-(hydroxymethyl)-3-(2-methyl-1H-benzimidazol-5-yl)benzonitrile C(#N)CC=1C=C(C(=C(C#N)C1)CO)C1=CC2=C(NC(=N2)C)C=C1